2,4,6,8-tetra(4-chlorobenzyl)-2,4,6,8-tetraazaadamantan-9-one ClC1=CC=C(CN2C3N(C4N(C(N(C2C4)CC4=CC=C(C=C4)Cl)C3=O)CC3=CC=C(C=C3)Cl)CC3=CC=C(C=C3)Cl)C=C1